ClC1=NC(=C2C(=N1)N(N=C2)[C@H]2[C@@H]([C@@H]([C@H](O2)CS(=O)(=O)CP(O)(O)=O)O)O)NCC2CC2 (((((2S,3S,4R,5R)-5-(6-chloro-4-((cyclopropylmethyl)amino)-1H-pyrazolo[3,4-d]pyrimidin-1-yl)-3,4-dihydroxytetrahydrofuran-2-yl)methyl)sulfonyl)methyl)phosphonic acid